tert-butyl 1,2,3,3a,4,5,7,7a-octahydropyrrolo[2,3-c]pyridine-6-carboxylate N1CCC2C1CN(CC2)C(=O)OC(C)(C)C